CN1C(N(C2=C1C=C(C=C2)CCCCCOC2CCNCC2)C2CNCCC2)=O 3-[3-methyl-2-oxo-5-[5-(4-piperidyloxy)pentyl]benzimidazol-1-yl]piperidine